FC=1C=C2CCN(CC2=CC1OC1=CC=CC=C1)C(C=C)=O 1-(6-fluoro-7-phenoxy-3,4-dihydroisoquinolin-2(1H)-yl)prop-2-en-1-one